5-[(methylsulfanyl)methyl]furan CSCC1=CC=CO1